(2R)-N-[4-(3-Cyanophenyl)-5-(2,6-dimethyl-4-pyridyl)thiazol-2-yl]-2-methyl-piperazine-1-carboxamide C(#N)C=1C=C(C=CC1)C=1N=C(SC1C1=CC(=NC(=C1)C)C)NC(=O)N1[C@@H](CNCC1)C